C(C)(C)(C)OC(=O)N1C(C=2N=CN=C(C2CC1)O)C.C[N+](CCCCCCCCCCCCCCCCCC)(CCCCCCCCCCCCCCCCCC)C Dimethyl-di-octadecyl-ammonium tert-butyl-4-hydroxy-8-methyl-5H,6H,7H,8H-pyrido[3,4-d]pyrimidine-7-carboxylate